CC1=NC(=CC2=C1N(C1=CC=CC=C21)C)\C=C\C2=CC=NC1=CC=CC=C21 (E)-1,9-dimethyl-3-(2-(quinolin-4-yl)vinyl)-9H-pyrido[3,4-b]Indole